[4-(2-amino-ethoxy)-phenyl]-amide NCCOC1=CC=C(C=C1)[NH-]